3,3,3-Trifluoro-2-(4-methyl-3-(4,4,5,5-tetramethyl-1,3,2-dioxaborolan-2-yl)phenyl)propane-1,2-diol FC(C(CO)(O)C1=CC(=C(C=C1)C)B1OC(C(O1)(C)C)(C)C)(F)F